3-(6-(pyridazin-4-yl)-7-tosyl-7H-pyrrolo[2,3-d]pyrimidin-4-yl)-3,8-diazabicyclo[3.2.1]octane-8-carboxylic acid tert-butyl ester C(C)(C)(C)OC(=O)N1C2CN(CC1CC2)C=2C1=C(N=CN2)N(C(=C1)C1=CN=NC=C1)S(=O)(=O)C1=CC=C(C)C=C1